O=C1C(=CC=C(N1)N1C(NC(CC1)=O)=O)C1CCNCC1 1-[6-oxo-5-(4-piperidyl)-1H-pyridin-2-yl]hexahydropyrimidine-2,4-dione